C(#N)N1CC(CC1)C(=O)NC1=NC=C(C=C1)C 1-cyano-N-(5-methylpyridin-2-yl)pyrrolidine-3-carboxamide